CS(=O)(=O)C=1N=C(C(=NC1)NC1=NNC2=CC(=CC=C12)[C@@H]1C[C@@]12C(NC1=CC=C(C=C21)OC)=O)OC (1R,2S)-2-(3-{[5-(methanesulfonyl)-3-methoxypyrazin-2-yl]amino}-1H-indazol-6-yl)-5'-methoxyspiro[cyclopropane-1,3'-indol]-2'(1'H)-one